C12CN(CC2C1)CC(=O)NC=1C=C2CC(CC2=C(C1)F)CNCCC1CN(C(O1)=O)C1=NC2=C(OCC(N2)=O)N=C1 2-(3-azabicyclo[3.1.0]hexane-3-yl)-N-[7-fluoro-2-[[2-[2-oxo-3-(3-oxo-4H-pyrazino[2,3-b][1,4]oxazin-6-yl)oxazolidin-5-yl]ethylamino]methyl]indan-5-yl]acetamide